FC1=CC=C(C(=O)NC=2C=C3C(=NN(C3=CC2)COCC[Si](C)(C)C)C2=CC(=CC=C2)[N+](=O)[O-])C=C1 4-fluoro-N-(3-(3-nitrophenyl)-1-((2-(trimethylsilyl)ethoxy)methyl)-1H-indazol-5-yl)benzamide